N1C=CC2=CC=CC(=C12)OC1=CC(=C(C(=O)OC)C=C1)Cl methyl 4-((1H-indol-7-yl)oxy)-2-chlorobenzoate